BrC=1C(=NC=C(C1)F)C(=C)OCC 3-bromo-2-(1-ethoxyvinyl)-5-fluoropyridine